6-bromo-5-fluoro-1H-pyridin-2-one BrC1=C(C=CC(N1)=O)F